5-(2-aminopyrimidin-5-yl)-7-cyclopropyl-7H-pyrrolo[2,3-d]Pyrimidin-4-amine NC1=NC=C(C=N1)C1=CN(C=2N=CN=C(C21)N)C2CC2